4-(6-(4-aminopiperidin-1-yl)-3-(5-fluoro-3-methylbenzo[d]isoxazol-6-yl)-4-hydroxypyridin-2-yl)-2-fluoro-benzonitrile NC1CCN(CC1)C1=CC(=C(C(=N1)C1=CC(=C(C#N)C=C1)F)C1=CC2=C(C(=NO2)C)C=C1F)O